Cl.FC1(CC(C1)(N)C)F 3,3-difluoro-1-methylcyclobutan-1-amine hydrochloride